6-(5-(5-chloro-2-fluorophenyl)-1H-imidazol-4-yl)-N-(2-((3R,5S)-3,5-dimethylpiperazin-1-yl)ethyl)-1,5-naphthyridin-3-amine ClC=1C=CC(=C(C1)C1=C(N=CN1)C=1N=C2C=C(C=NC2=CC1)NCCN1C[C@H](N[C@H](C1)C)C)F